2-(2,6-dioxopiperidin-3-yl)-5-(4-[2-[3-(methylamino)propoxy]ethyl]piperazin-1-yl)isoindole-1,3-dione O=C1NC(CCC1N1C(C2=CC=C(C=C2C1=O)N1CCN(CC1)CCOCCCNC)=O)=O